COC(=O)C1CC2C(CC1)O2 methyl-3,4-epoxycyclohexylcarboxylat